N-[4-[4-[6-chloro-4-(trifluoromethyl)-2-pyridinyl]piperazin-1-yl]sulfonylphenyl]pyridine-3-carboxamide ClC1=CC(=CC(=N1)N1CCN(CC1)S(=O)(=O)C1=CC=C(C=C1)NC(=O)C=1C=NC=CC1)C(F)(F)F